FC1(C(=C(C1(F)F)C(C(F)(F)F)(C(F)(F)F)F)C(C(F)(F)F)(C(F)(F)F)F)F 3,3,4,4-tetrafluoro-1,2-bis(perfluoroprop-2-yl)cyclobut-1-ene